trans-N-[4-(methoxymethyl)pyrrolidin-3-yl]-N-methylcarbamic acid tert-butyl ester C(C)(C)(C)OC(N(C)[C@@H]1CNC[C@H]1COC)=O